NC=1C=2N(C=C(N1)C(=O)NCC1=NC=CC=C1)C1=C(N2)C=CC=C1 1-amino-N-(pyridin-2-ylmethyl)benzo[4,5]Imidazo[1,2-a]Pyrazine-3-carboxamide